[S-]SSSSSS[S-].[Li+].[Li+] dilithium octasulfide